C1=NC=C(C2=CC=CC=C12)SC=1C=2N(C(=NC1)N1CCC3([C@@H]([C@@H](OC3)C)N)CC1)C=CN2 (3S,4S)-8-(8-(isoquinolin-4-ylthio)imidazo[1,2-c]pyrimidin-5-yl)-3-methyl-2-oxa-8-azaspiro[4.5]decan-4-amine